FC1=C(C=C(C=C1)C=1N=C(N(C1C1=CC(=NC=C1)NC(C)=O)COCC[Si](C)(C)C)SC)[N+](=O)[O-] N-(4-(4-(4-fluoro-3-nitrophenyl)-2-(methylthio)-1-((2-(trimethylsilyl)ethoxy)methyl)-1H-imidazol-5-yl)pyridin-2-yl)acetamide